ClC=1C=C(C=CC1F)NC1=NC=NC2=CC(=C(C=C12)NC(\C=C\CN1CCC(CC1)NCCCC#CC1=C2C(N(C(C2=CC=C1)=O)C1C(NC(CC1)=O)=O)=O)=O)OC (E)-N-(4-((3-chloro-4-fluorophenyl)amino)-7-methoxyquinazolin-6-yl)-4-(4-((5-(2-(2,6-dioxopiperidin-3-yl)-1,3-dioxoisoindolin-4-yl)pent-4-yn-1-yl)amino)piperidin-1-yl)but-2-enamide